NC(CC#N)OC(F)(F)F 3-amino-3-(trifluoromethoxy)propionitrile